Cl\C(=C\1/C(NC2=CC=C(C=C12)C(=O)OC)=O)\C1=CC(=CC=C1)[N+](=O)[O-] Methyl (Z)-3-(chloro(3-nitrophenyl)methylene)-2-oxoindoline-5-carboxylate